5-[5-[chloro(difluoro)methyl]-1,2,4-oxadiazol-3-yl]-N-[1-pyrazin-2-ylethyl]pyrimidin-2-amine ClC(C1=NC(=NO1)C=1C=NC(=NC1)NC(C)C1=NC=CN=C1)(F)F